N1(CCC1)C1=CC2=C(C=C(O2)C(=O)NS(=O)(=O)C2=C(C=CC(=C2)C=2C(=NOC2C)C)OC)C(=C1)F 6-(Azetidin-1-yl)-N-[5-(3,5-dimethyl-1,2-oxazol-4-yl)-2-methoxybenzene-1-sulfonyl]-4-fluoro-1-benzofuran-2-carboxamide